ClC1=C2CCC(C2=CC=C1)(CCCC=O)CC(=O)OC methyl 2-(4-chloro-1-(4-oxobutyl)-2,3-dihydro-1H-inden-1-yl)acetate